CC1(N(CC(C1)CCCCN1N=CC(=C1)S(N)(=O)=O)C(=O)OC(C)(C)C)C tert-Butyl 2,2-dimethyl-4-[4-(4-sulfamoylpyrazol-1-yl)butyl]pyrrolidine-1-carboxylate